C(C)NC1=C(C=CC=C1)C Ethyl-2-methylaniline